8-methoxy-2-oxo-3,4-dihydropyrido[2,3-h][1,6]naphthyridine COC=1C=CC=2C(=NC=C3CCC(NC23)=O)N1